C(CCC)C1OCC(O1)C 2-n-butyl-4-methyl-1,3-dioxolane